[N+](#[C-])C1=C(C=CC(=C1)C(F)(F)F)C1=C(N(C2=CC=CC=C2)C)C=CC=C1 2-isocyano-N-methyl-N-phenyl-4-(trifluoromethyl)phenylaniline